tris(4-(4-acetylphenyl)thiophenyl)sulfonium hexafluorophosphate F[P-](F)(F)(F)(F)F.C(C)(=O)C1=CC=C(C=C1)SC1=CC=C(C=C1)[S+](C1=CC=C(C=C1)SC1=CC=C(C=C1)C(C)=O)C1=CC=C(C=C1)SC1=CC=C(C=C1)C(C)=O